tert-butyl 4-(1-(5-cyano-3-hydroxy-2H-indazol-2-yl)propyl)-5-methoxy-7-methyl-1H-indole-1-carboxylate C(#N)C1=CC2=C(N(N=C2C=C1)C(CC)C1=C2C=CN(C2=C(C=C1OC)C)C(=O)OC(C)(C)C)O